(E)-3-(4-Chlorophenyl)-1-[4-[(1-hexyltriazol-4-yl)methoxy]-2-hydroxyphenyl]prop-2-en-1-one ClC1=CC=C(C=C1)/C=C/C(=O)C1=C(C=C(C=C1)OCC=1N=NN(C1)CCCCCC)O